2-(3,4-difluorophenyl)-N-[3-hydroxy-2-[(3-hydroxy-4-methoxy-phenyl)methyl]propyl]morpholine-4-carboxamide FC=1C=C(C=CC1F)C1CN(CCO1)C(=O)NCC(CO)CC1=CC(=C(C=C1)OC)O